(1S)-2-amino-1-(4-chlorophenyl)ethan-1-ol NC[C@@H](O)C1=CC=C(C=C1)Cl